(S)-3-(3-fluoro-4-chlorophenyl)-4-(5-(3,5-dimethylisoxazol-4-yl)-1-((trans)-4-methoxycyclohexyl)-1H-benzo[d]imidazol-2-yl)-1,3-oxazinane-2-one FC=1C=C(C=CC1Cl)N1C(OCC[C@H]1C1=NC2=C(N1[C@@H]1CC[C@H](CC1)OC)C=CC(=C2)C=2C(=NOC2C)C)=O